ClC1=CC=C(C=C1)N1CCN(CC1)CC=1C=C(N(C)CC2N(CCC2)CC)C=CC1C(F)(F)F 3-((4-(4-chlorophenyl)piperazin-1-yl)methyl)-N-((1-ethylpyrrolidin-2-yl)methyl)-N-methyl-4-(trifluoromethyl)aniline